ClC1=C(C=CC2=C1C(=N[C@H](C=1N2N=C(N1)NC(=O)NC)C)C1=C(C=CC=C1F)F)C(F)(F)F 1-[(4S)-7-chloro-6-(2,6-difluorophenyl)-4-methyl-8-(trifluoromethyl)-4H-[1,2,4]triazolo[1,5-a][1,4]benzodiazepin-2-yl]-3-methyl-urea